5-((tetrahydro-2H-pyran-3-yl)amino)-2-(trifluoromethyl)thiazole-4-carboxylate O1CC(CCC1)NC1=C(N=C(S1)C(F)(F)F)C(=O)[O-]